BrNC1=C(C=C(C(=C1)F)C)C bromo-5-fluoro-2,4-dimethylaniline